(6S)-6-{2-Chloro-3-[(6-cyclopropylpyridin-3-yl)amino]-phenyl}-2-imino-6-methyl-3-[(2S*,4S*)-2-methyltetrahydro-pyran-4-yl]hexahydropyrimidin-4-one ClC1=C(C=CC=C1NC=1C=NC(=CC1)C1CC1)[C@@]1(CC(N(C(N1)=N)[C@@H]1C[C@@H](OCC1)C)=O)C |o1:24,26|